C(C1=CC=C(C=C1)N=C=O)C1=CC=C(C=C1)N=C=O 4,4'-methylenebisphenyldiisocyanate